C(C)C1=CC=C(C=N1)C1OC2=C(C=CC=C2CC1)OC 2-(6-ethylpyridin-3-yl)-8-methoxychroman